Cl.ClC1=C(C2=C(OC3=C2N=CN=C3NC3C(C3)(C)C)N=C1C)C 8-chloro-N-(2,2-dimethylcyclopropyl)-7,9-dimethyl-pyrido[3',2':4,5]furo[3,2-d]pyrimidin-4-amine hydrochloride